BrC1=C(C=CC(=C1)F)C(C(=O)N)OC1=C(C=C(C=C1Cl)Cl)Cl (2-bromo-4-fluorophenyl)-2-(2,4,6-trichlorophenoxy)acetamide